ClC=1C2=C(N=C(N1)SCCC(C)C)NC=C2 4-chloro-2-(isopentylthio)-7H-pyrrolo[2,3-d]pyrimidine